N[C@H]1CN(C[C@@H](C1)F)C(=O)C1=CC2=C(N(C(=N2)C2=CC=3C(=NC(=CC3)C(C)(O)C3CCCC3)N2CC2CC2)C)C(=C1)OC 1-(2-{5-[(3R,5R)-3-amino-5-fluoropiperidine-1-carbonyl]-7-methoxy-1-methyl-1H-1,3-benzodiazol-2-yl}-1-(cyclopropylmethyl)-1H-pyrrolo[2,3-b]pyridin-6-yl)-1-cyclopentylethan-1-ol